ethyl (S)-1-(2-(4-(5-(3-cyano-5-fluorophenyl)-4,5-dihydro-1H-pyrazole-1-carbonyl)piperazin-1-yl)-5-fluoropyrimidin-4-yl)-5-methyl-1H-1,2,4-triazole-3-carboxylate C(#N)C=1C=C(C=C(C1)F)[C@@H]1CC=NN1C(=O)N1CCN(CC1)C1=NC=C(C(=N1)N1N=C(N=C1C)C(=O)OCC)F